O1C(=C(C=C1)C(=O)N)C(=O)N furandiamide